(6-(6-(4-(4-chlorophenyl)piperidin-1-yl)-6-oxohexyl)-1-oxoisoindolin-2-yl)piperidine-2,6-dione ClC1=CC=C(C=C1)C1CCN(CC1)C(CCCCCC1=CC=C2CN(C(C2=C1)=O)N1C(CCCC1=O)=O)=O